C(#N)C1=C2CC[C@@H](C2=CC=C1)NCC(=O)OC methyl (S)-(4-cyano-2,3-dihydro-1H-inden-1-yl)glycinate